ClC1=CC=C2C(=CC(=CC2=C1Cl)N1[C@@H](CCC1)CC(=O)O)N1C=NC=C1 (S)-2-(1-(7,8-dichloro-4-(1H-imidazol-1-yl)naphthalen-2-yl)pyrrolidin-2-yl)acetic acid